2-(3-bromo-8-methyl-imidazo[1,2-a]pyridin-6-yl)-5-(methoxymethyl)-1,3,4-oxadiazole BrC1=CN=C2N1C=C(C=C2C)C=2OC(=NN2)COC